2-aza-tetrahydrofuran O1NCCC1